FC(C(=O)OCOC)=C methoxymethyl α-fluoroacrylate